OC1=C(C2=CC=C(C=C2C=C1)C(C)=O)C(C)=O 1,1'-(2-Hydroxynaphthalene-1,6-diyl)bis(ethane-1-one)